C[Si](C)(C)P(OC)(OC)=O dimethyl trimethylsilylphosphonate